2-thiazol-2-ylethylamine hydrochloride Cl.S1C(=NC=C1)CCN